3-(3-chloropyridin-4-yl)-N-(1-(7-methylthieno[3,2-d]pyrimidin-4-yl)piperidin-4-yl)propanamide ClC=1C=NC=CC1CCC(=O)NC1CCN(CC1)C=1C2=C(N=CN1)C(=CS2)C